((2-(3'-(6-(difluoromethoxy)-5-(pyrrolidin-1-ylmethyl)benzo[d]oxazol-2-yl)-2,2'-dimethyl-[1,1'-biphenyl]-3-yl)benzo[d]oxazol-5-yl)methyl)-L-proline FC(OC1=CC2=C(N=C(O2)C=2C(=C(C=CC2)C2=C(C(=CC=C2)C=2OC3=C(N2)C=C(C=C3)CN3[C@@H](CCC3)C(=O)O)C)C)C=C1CN1CCCC1)F